chloroethanal diethyl acetal C(C)OC(CCl)OCC